The molecule is a monocarboxylic acid amide consisting of L-valine in which the amino hydrogens have been replaced by a pentanoyl and a [2'-(1H-tetrazol-5-yl)biphenyl]-4-yl]methyl group. It exhibits antihypertensive activity. It has a role as an antihypertensive agent, an angiotensin receptor antagonist, a xenobiotic and an environmental contaminant. It is a biphenylyltetrazole, a monocarboxylic acid amide and a monocarboxylic acid. CCCCC(=O)N(CC1=CC=C(C=C1)C2=CC=CC=C2C3=NNN=N3)[C@@H](C(C)C)C(=O)O